dimethoxymethylaluminum COC(OC)[Al]